N-[(1S)-2-[2-(3-amino-3-oxo-propyl)-2-(2-chloroacetyl)hydrazino]-1-(cyclopentylmethyl)-2-oxo-ethyl]carbamic acid benzyl ester C(C1=CC=CC=C1)OC(N[C@H](C(=O)NN(C(CCl)=O)CCC(=O)N)CC1CCCC1)=O